C1=C(C(=CC(=C1)[Si](Cl)(Cl)Cl)C)C 5-xylyl-trichlorosilane